O1CC[C@@H]2[C@H]1OC[C@H]2NC=2C=C(C(=O)OC(C)(C)C)C=CC2N tert-butyl 3-[[(3aS,4S,6aR)-2,3,3a,4,5,6a-hexahydrofuro[2,3-b]furan-4-yl]amino]-4-amino-benzoate